(S)-N-((R)-1-(5-carbamimidoylthiophen-2-yl)ethyl)-7-((4-(4-fluorophenoxy)benzoyl)glycyl)-1,4-dioxa-7-azaspiro[4.4]nonane-8-carboxamide C(N)(=N)C1=CC=C(S1)[C@@H](C)NC(=O)[C@H]1N(CC2(OCCO2)C1)C(CNC(C1=CC=C(C=C1)OC1=CC=C(C=C1)F)=O)=O